1-[(3R,3aS,6R,6aS)-6-(Trifluoromethylsulfonyloxy)-2,3,3a,5,6,6a-hexahydrofuro[3,2-b]furan-3-yl] trifluoromethanesulfonate FC(S(=O)(=O)O[C@H]1[C@@H]2[C@H](OC1)[C@@H](CO2)OS(=O)(=O)C(F)(F)F)(F)F